(+/-)-1-benzyl-N5-((trans)-2-(2-hydroxyethyl)cyclopropyl)-N3-methyl-2-oxo-1,2-dihydropyridine-3,5-dicarboxamide C(C1=CC=CC=C1)N1C(C(=CC(=C1)C(=O)N[C@H]1[C@@H](C1)CCO)C(=O)NC)=O |r|